C(C)OC(C1=CC(=C(C=C1)OC)OCCC)=O 4-methoxy-3-propoxybenzoic acid ethyl ester